2-(4-(diethylamino)phenyl)-2-(1-methyl-1H-indol-3-yl)acetic acid ethyl ester C(C)OC(C(C1=CN(C2=CC=CC=C12)C)C1=CC=C(C=C1)N(CC)CC)=O